FC1([C@@H]([C@H](CCC1)N[C@@H]1CN(CC1)C(C)C)NC(=O)N1CCC(CC1)(C)C1=NOC(=N1)[C@H]1[C@H](C1)F)F N-[(1R,6S)-2,2-difluoro-6-{[(3S)-1-(propan-2-yl)pyrrolidin-3-yl]amino}cyclohexyl]-4-{5-[(1S,2S)-2-fluorocyclopropyl]-1,2,4-oxadiazol-3-yl}-4-methylpiperidine-1-carboxamide